NC1=NC=C(C2=C1C=C(S2)C2=CC=C(C=C2)N2CCOCC2)C(=O)NC 4-amino-N-methyl-2-[4-(morpholin-4-yl)phenyl]thieno[3,2-c]pyridine-7-carboxamide